1-methyl-1-chlorocyclopentane CC1(CCCC1)Cl